N-(2-cyano-3-fluorobenzyl)-N-(2-oxo-2-((2'-oxo-1,1',2',3-tetrahydrospiro[indene-2,3'-pyrrolo[2,3-b]pyridin]-5-yl)amino)ethyl)pivalamide (2,4-dibromo-6-cyano-3-pyridinyl)acetate BrC1=NC(=CC(=C1CC(=O)O)Br)C#N.C(#N)C1=C(CN(C(C(C)(C)C)=O)CC(NC=2C=C3CC4(C(NC5=NC=CC=C54)=O)CC3=CC2)=O)C=CC=C1F